1-(3-Cyano-6-(1-methyl-1H-pyrazol-4-yl)pyrazolo[1,5-a]pyridin-4-yl)-1H-pyrazole C(#N)C=1C=NN2C1C(=CC(=C2)C=2C=NN(C2)C)N2N=CC=C2